3-(((2-(5-((3-chloro-5-(methylsulfonamido)phenyl)carbamoyl)-2-methylthiophen-3-yl)-5-fluoropyridin-3-yl)oxy)methyl)-5-fluoropyridine 1-oxide ClC=1C=C(C=C(C1)NS(=O)(=O)C)NC(=O)C1=CC(=C(S1)C)C1=NC=C(C=C1OCC=1C=[N+](C=C(C1)F)[O-])F